COC1=CC=C(C=C1)C(OCC1(CCN(CC1)C(CCCCCNC(CCCCC#C)=O)=O)CO)(C1=CC=C(C=C1)OC)C1=CC=C(C=C1)OC N-(6-(4-((tris(4-methoxyphenyl)methoxy)methyl)-4-(hydroxymethyl)piperidin-1-yl)-6-oxohexyl)hept-6-ynamide